ClC1=C(C=CC2=C3N(N=C12)CCN(C3C)C(=O)C3=NC=C(C=N3)OC)Cl 2-{7,8-dichloro-1-methyl-1H,3H,4H-pyrazino[1,2-b]indazole-2-carbonyl}-5-methoxypyrimidine